phenol methyl-beta-(3,5-di-tert-butyl-4-hydroxyphenyl)propionate CC(C(=O)OC1=CC=CC=C1)CC1=CC(=C(C(=C1)C(C)(C)C)O)C(C)(C)C